C(C)(C)(C)C=1C=C(C=CC1)C=1C=C(CC(C1)(C(C)(C)C)N(C1=CC=2C(C3=CC=CC=C3C2C=C1)(C)C)C1=CC=C(C=C1)C1CCCCC1)C1=CC(=CC(=C1)C(C)(C)C)C(C)(C)C N-(3,3'',5',5''-tetra-tert-butyl-1,1':3',1''-terphenyl-5'-yl)-N-(4-cyclohexylphenyl)-9,9-dimethyl-9H-fluoren-2-amine